FC1=CC=C(C=2C=NNC12)C(=O)OC Methyl 7-fluoro-1H-indazole-4-carboxylate